rac-5-(aminomethyl)-5-(3-methyl-1,2-thiazol-4-yl)imidazolidine-2,4-dione-hydrochloride Cl.NC[C@@]1(C(NC(N1)=O)=O)C=1C(=NSC1)C |r|